CS(=O)(=O)C1=CC=C(C=C1)O 4-methanesulfonyl-phenol